2-(1-methylpyrrolidin-2-yl)ethanethiol CN1C(CCC1)CCS